C1(=C(C(=CC(=C1)C)C)S(=O)(=O)NC(CNC1=CC2=CC=CC=C2C=C1)=O)C N-(mesitylenesulfonyl)-2-(naphthalen-2-ylamino)acetamide